triethoxysilyl-methyl-methane thiosulfate S(=S)(=O)(O)O.C(C)O[Si](OCC)(OCC)CC